methyl-trioctylammonium nitrate [N+](=O)([O-])[O-].C[N+](CCCCCCCC)(CCCCCCCC)CCCCCCCC